2-acetamido-3-(thiazole-4-yl)propionic acid C(C)(=O)NC(C(=O)O)CC=1N=CSC1